C(C1=CC=CC=C1)OCCC1COC2=C(C(=CC=C2C1)C(=O)O)CNC1C(NC(CC1)=O)=O 3-(2-(benzyloxy)ethyl)-8-(((2,6-dioxopiperidin-3-yl)amino)methyl)chromane-7-carboxylic acid